8-Bromo-2-oxo-2,3-dihydro-1H-benzo[b]azepine-4-carboxylic acid BrC=1C=CC2=C(NC(CC(=C2)C(=O)O)=O)C1